FC1=NC(=CC=C1C1=C(C=C(C=C1)N1N=CC=N1)CO)F [2-(2,6-difluoropyridin-3-yl)-5-(1,2,3-triazol-2-yl)phenyl]methanol